methyl 2-(4-aminophenyl)-2-hydroxyacetate NC1=CC=C(C=C1)C(C(=O)OC)O